((R)-1-(2-chlorophenyl)ethyl)-N-((R,E)-4-(methylsulfonyl)but-3-en-2-yl)-3H-imidazo[4,5-c]pyridine-6-carboxamide ClC1=C(C=CC=C1)[C@@H](C)C1=NC2=C(C=NC(=C2)C(=O)N[C@H](C)\C=C\S(=O)(=O)C)N1